13-bromo-19,21-difluoro-4,14-dimethoxy-16,16-dioxo-9-oxa-16λ6-thia-5,17-diazatetracyclo[16.3.1.111,15.02,7]tricosa-1(22),2(7),3,5,11,13,15(23),18,20-nonaen-10-one BrC=1C=C2C(OCC=3C=NC(=CC3C=3C(=CC(=C(NS(C(C1OC)=C2)(=O)=O)C3)F)F)OC)=O